ClC1=CC(=C(C=C1)C1(OC2=C(O1)C=CC=C2C2CCN(CC2)CC=2N(C(=CN2)CCC(=O)O)CC2=CN=CN2CC)C)F (E)-3-(2-((4-(2-(4-chloro-2-fluorophenyl)-2-methylbenzo[d][1,3]dioxol-4-yl)piperidin-1-yl)methyl)-1-((1-ethyl-1H-imidazol-5-yl)methyl)-1H-imidazol-5-yl)propionic acid